3-[(1,3-Dimethyl-azetidin-3-yl)-hydroxy-(4-trifluoromethoxy-phenyl)-methyl]-phenol CN1CC(C1)(C)C(C=1C=C(C=CC1)O)(C1=CC=C(C=C1)OC(F)(F)F)O